[Ru]=O.[In] indium-ruthenium oxide